C=1C=CCC1 cyclopenta-2,5-diene